4-(5-chloro-2-(5,6-dihydro-2H-pyran-3-yl)-3-methyl-3H-imidazo[4,5-b]pyridin-7-yl)morpholine ClC1=CC(=C2C(=N1)N(C(=N2)C=2COCCC2)C)N2CCOCC2